FC(C(=O)N1CCC(CC1)C(=O)C1=C2C(=NC=C1)C(=NN2C2CN(C2)C(C(=C)F)=O)C2=CC=C(C=C2)C(F)(F)F)=C 2-fluoro-1-(4-(1-(1-(2-fluoroacryloyl)azetidin-3-yl)-3-(4-(trifluoromethyl)phenyl)-1H-pyrazolo[4,3-b]pyridine-7-carbonyl)piperidin-1-yl)prop-2-en-1-one